Acrylic Acid Hydroxyl Ester OOC(C=C)=O